FC1=C(N)C=CC(=C1C#C[Si](C)(C)C)F 2,4-difluoro-3-((trimethylsilyl)ethynyl)aniline